O[C@H](C(=O)OC(C)C)[C@@H](C(=O)OC(C)C)O diisopropyl (2S,3S)-2,3-dihydroxysuccinate